(7S)-7-tert-butyl-N-[(1R)-3-(4-hydroxypiperidin-1-ium-1-yl)-1-[4-(6-oxo-1H-pyridin-3-yl)phenyl]propyl]-5,6,7,8-tetrahydrothiazolo[5,4-b]quinoline-2-carboxamide C(C)(C)(C)[C@@H]1CC=2C=C3C(=NC2CC1)SC(=N3)C(=O)N[C@H](CC[NH+]3CCC(CC3)O)C3=CC=C(C=C3)C3=CNC(C=C3)=O